1-[(4-Methoxyphenoxy)methyl]-2,2-dimethylpropyl-1H-imidazol COC1=CC=C(OCC(C(C)(C)C)N2C=NC=C2)C=C1